FC(C1=CC=C(CN2N=CC=3C2=NC(=NC3)NC(C=C)=O)C=C1)(F)F N-(1-(4-(trifluoromethyl)benzyl)-1H-pyrazolo[3,4-d]pyrimidin-6-yl)acrylamide